5,7-dioxo-4,7-dihydrothiazolo[4,5-d]pyrimidine O=C1NC(C2=C(N1)N=CS2)=O